N-(2,2-dichloro-4''-(((2-hydroxyethyl)amino)methyl)-3''-methoxy-[1,1':3',1''-terphenyl]-3-yl)-1,5-dimethyl-4,5,6,7-tetrahydro-1H-imidazo[4,5-c]pyridine-2-carboxamide ClC1(C(=CC=CC1NC(=O)C=1N(C2=C(CN(CC2)C)N1)C)C1=CC(=CC=C1)C1=CC(=C(C=C1)CNCCO)OC)Cl